2-(4-(1-(3-(4-methoxy-3-(pentyloxy)phenyl)-2-oxotetrahydropyrimidin-1(2H)-yl)-2-methylpropyl)-1H-pyrrolo[2,3-b]pyridin-1-yl)-N,N-dimethylacetamide COC1=C(C=C(C=C1)N1C(N(CCC1)C(C(C)C)C1=C2C(=NC=C1)N(C=C2)CC(=O)N(C)C)=O)OCCCCC